BrC1=C(C=CC=C1)C=CC(C)=O 4-(2-bromophenyl)but-3-en-2-one